4-methyl-phenylpropanone CC1=CC=C(C=C1)CC(C)=O